5-[4-(cyanomethoxy)-2,3-difluoro-phenyl]-N-[4-[4-(1,1-dioxo-1,4-thiazinane-4-carbonyl)piperidine-1-carbonyl]-3-methyl-phenyl]-1-methyl-imidazole-2-carboxamide C(#N)COC1=C(C(=C(C=C1)C1=CN=C(N1C)C(=O)NC1=CC(=C(C=C1)C(=O)N1CCC(CC1)C(=O)N1CCS(CC1)(=O)=O)C)F)F